NC1(CCN(CC1)C1=NC(=C2C(=N1)NN=C2Br)C#N)CC2=CC=NC=C2 6-(4-amino-4-(pyridin-4-ylmethyl)piperidin-1-yl)-3-bromo-1H-pyrazolo[3,4-d]pyrimidine-4-carbonitrile